ClC1=NC(=C2N=C(NC2=N1)CN1CCC(CC1)C(C)(C)O)N1CCOCC1 2-(1-((2-chloro-6-morpholino-9H-purin-8-yl)methyl)piperidin-4-yl)propan-2-ol